N-palmitoyl-methionine C(CCCCCCCCCCCCCCC)(=O)N[C@@H](CCSC)C(=O)O